tert-butyl 3-(hept-6-enyloxy)azetidine-1-carboxylate C(CCCCC=C)OC1CN(C1)C(=O)OC(C)(C)C